Ethyl 7-methoxy-4-((4-sulfamoylbenzyl) amino)-1,8-naphthyridine-3-carboxylate COC1=CC=C2C(=C(C=NC2=N1)C(=O)OCC)NCC1=CC=C(C=C1)S(N)(=O)=O